4-(N-phenylsulfamoyl)-N-(2-(trifluoromethoxy)phenyl)benzamide C1(=CC=CC=C1)NS(=O)(=O)C1=CC=C(C(=O)NC2=C(C=CC=C2)OC(F)(F)F)C=C1